IC1(C(=CC=CC1)C1=CC=CC=C1)I 2,2-diiodo-1,1'-biphenyl